cis-trans-methyl-diphenyl-pentene CC(=C(C1=CC=CC=C1)C1=CC=CC=C1)CCC